tert-Butyl 3-Cyano-3-methylsulfanyl-piperidine-1-carboxylate C(#N)C1(CN(CCC1)C(=O)OC(C)(C)C)SC